C1(CC1)N1C=C(C(C2=CC(=C(C(=C12)C)C=1C=C(C(=NC1)N)C#N)F)=O)C(=O)O 1-Cyclopropyl-6-fluoro-1,4-dihydro-8-methyl-7-(2-amino-3-cyano-5-pyridinyl)-4-oxo-3-quinoline-carboxylic acid